5-chloro-2-(methylaminomethyl)benzonitrile ClC=1C=CC(=C(C#N)C1)CNC